N1N=CC=2C1=NC=CC2COC2=C(C=O)C=CN=C2 3-((1H-pyrazolo[3,4-b]pyridin-4-yl)methoxy)isonicotinaldehyde